N'-(5-difluoromethyl-2-methyl-4-(3-trimethylsilyl-propoxy)-phenyl)-N-ethyl-N-methylmethanamidine FC(C=1C(=CC(=C(C1)N=CN(C)CC)C)OCCC[Si](C)(C)C)F